N1(CCCC1)C1=CC=C(C=N1)C1=NSC(=N1)C1=CC=C(C=C1)O 4-(3-(6-(pyrrolidin-1-yl)pyridin-3-yl)-1,2,4-thiadiazol-5-yl)phenol